(1R,3S)-3-(5-{[(benzyloxy)carbonyl]amino}-2H-pyrazol-3-yl)cyclopentyl 4-nitrophenyl carbonate C(O[C@H]1C[C@H](CC1)C=1NN=C(C1)NC(=O)OCC1=CC=CC=C1)(OC1=CC=C(C=C1)[N+](=O)[O-])=O